N1CCC(=CC1)C1=CC=C(C=C1)NC(=O)C12CCC(CC1)(CC2)C(=O)NC=2C=NC(=CC2)CN bicyclo[2.2.2]octane-1,4-dicarboxylic acid (6-aminomethyl-pyridin-3-yl)-amide [4-(1,2,3,6-tetrahydro-pyridin-4-yl)-phenyl]-amide